COC(C1=C(C(=C(C(=C1F)Cl)C=1C(=CC=C2C=NN(C12)C)F)F)N)=O 2-amino-5-chloro-3,6-difluoro-4-(6-fluoro-1-methyl-1H-indazol-7-yl)benzoic acid methyl ester